N-(4-Acrylamidophenyl)-1-(4-fluorobenzyl)-7-methyl-5-(1H-pyrrole-2-carbonyl)-4,5,6,7-tetrahydro-1H-pyrazolo[4,3-c]Pyridine-3-carboxamide C(C=C)(=O)NC1=CC=C(C=C1)NC(=O)C1=NN(C2=C1CN(CC2C)C(=O)C=2NC=CC2)CC2=CC=C(C=C2)F